CN(C)CC1=CC(=C(C=C1)[S@@](=O)(N)=NC(NC1=C2CCCC2=CC=2CCCC12)=O)F (R)-4-((dimethylamino)methyl)-2-fluoro-N'-(1,2,3,5,6,7-hexahydro-s-indacen-4-ylcarbamoyl)benzene-sulfonimidamide